ClC=1C=C(C=CC1OCC1=NC(=CC=C1)C#N)NC(C1=CC=C(C=C1)CN1CCN(CC1)C)=O N-(3-chloro-4-((6-cyanopyridin-2-yl)methoxy)phenyl)-4-((4-methylpiperazin-1-yl)methyl)benzamide